C(C)(C)(C)OC(=O)N1C(C(C(C1)C)[N+](=O)[O-])CC1=C(C(=CC=C1)Br)F 2-[(3-bromo-2-fluorophenyl)methyl]-4-methyl-3-nitropyrrolidine-1-carboxylic acid tert-butyl ester